C(C)(C)(C)OC(=O)N1CCCCC1 piperidine-1-carboxylic acid tert.Butyl ester